chloro-4-(2-(1,6-dimethyl-1H-pyrazolo[3,4-d]pyrimidin-3-yl)cyclopropyl)-N-((1R,3s,5S)-1,5-dimethyl-8-azabicyclo[3.2.1]oct-3-yl)-N-methylbenzamide ClC1=C(C(=O)N(C)C2C[C@]3(CC[C@@](C2)(N3)C)C)C=CC(=C1)C1C(C1)C1=NN(C3=NC(=NC=C31)C)C